1-(1-(3-bromo-2-fluorophenyl)-1H-pyrazol-5-yl)-N-methylmethan-d2-amine BrC=1C(=C(C=CC1)N1N=CC=C1C(NC)([2H])[2H])F